4-(acetylamino)-3-aminobenzoic acid C(C)(=O)NC1=C(C=C(C(=O)O)C=C1)N